5-(3-(((tert-butoxycarbonyl)(methyl)amino)methyl)azetidin-1-yl)pyrazine-2-carboxylic acid tert-Butyl-N-(azetidin-3-ylmethyl)carbamate C(C)(C)(C)OC(NCC1CNC1)=O.C(C)(C)(C)OC(=O)N(C)CC1CN(C1)C=1N=CC(=NC1)C(=O)O